[Cl-].C(C1CO1)[N+](C)(C)C glycidyl-trimethylammonium chloride